FC(C1=C(C(=NO1)C=1C=NC(=CC1)C)COC1=CC=C(C=N1)C(=O)N[C@@H](CCC)CO)F 6-((5-(Difluoromethyl)-3-(6-methyl-3-pyridyl)isoxazol-4-yl)methoxy)-N-((1S)-1-(hydroxymethyl)butyl)pyridin-3-carboxamid